[Cl-].FC(OC1=CC=C(C=C1)N1N=C(C2=CC=CC=C12)C[NH3+])(F)F [1-[4-(trifluoromethoxy)phenyl]indazol-3-yl]methyl-ammonium chloride